C1NCC12CC(C2)CC2=CC=C1C(=N2)N(C=C1C(F)(F)F)CCO 2-[6-(2-azaspiro[3.3]heptan-6-ylmethyl)-3-(trifluoromethyl)pyrrolo[2,3-b]pyridin-1-yl]ethanol